cyclopropyl-[rac-(5s,7s)-7-fluoro-5-(2,3,6-trifluorophenyl)-6,7-dihydro-5H-pyrrolo[1,2-b][1,2,4]triazol-2-yl]methanone C1(CC1)C(=O)C=1N=C2N(N1)[C@@H](C[C@@H]2F)C2=C(C(=CC=C2F)F)F |r|